5-(1H-indol-4-yl)-6-oxo-1,6-dihydropyridin N1C=CC2=C(C=CC=C12)C1=CC=CNC1=O